trans-4-[(1-methylpyrazol-4-yl)methyl]cyclohexanecarboxylic acid CN1N=CC(=C1)C[C@@H]1CC[C@H](CC1)C(=O)O